OCCC=1OCCN1 hydroxyethyl-Oxazoline